(3R)-(+)-1-benzyl-3-(tert-butoxycarbonylamino)pyrrolidine CC(C)(C)OC(=O)N[C@@H]1CCN(C1)CC2=CC=CC=C2